Tert-butyl 5-hydroxyhexahydrocyclopenta[C]pyrrole-2(1H)-carboxylate OC1CC2C(CN(C2)C(=O)OC(C)(C)C)C1